BrC1=C(N=C2N(C1=O)N=CN2C)C(F)(F)F 6-Bromo-3-methyl-5-(trifluoromethyl)-[1,2,4]triazolo[1,5-a]pyrimidin-7-one